CC1=C(C=C(C=C1)C(=O)N1CCC(CC1)C1=CC=C(C=C1)OC=1C=NC=NC1)NS(=O)(=O)CC1=CC=CC=C1 N-(2-methyl-5-(4-(4-(pyrimidin-5-yloxy)phenyl)piperidine-1-carbonyl)phenyl)-1-phenylmethanesulfonamide